C(C=C)(=O)N1[C@H](CN(CC1)C1=NC=NC2=CC(=C3C(=C12)OCCC3)C3=C1C=NNC1=CC(=C3Cl)C)CC#N 2-((2S)-1-acryloyl-4-(5-(5-chloro-6-methyl-1H-indazol-4-yl)-3,4-dihydro-2H-pyrano[2,3-f]quinazolin-10-yl)piperazin-2-yl)acetonitrile